4-{[3-(1-benzyl-1H-benzo[d][1,2,3]triazol-5-yl)-5-trifluoromethyl-1H-pyrazol-1-yl]methyl}-N-hydroxybenzoamide C(C1=CC=CC=C1)N1N=NC2=C1C=CC(=C2)C2=NN(C(=C2)C(F)(F)F)CC2=CC=C(C(=O)NO)C=C2